rel-(2R,3S,4S,5R)-3-(3,4-difluoro-2-methoxyphenyl)-N-(6-fluoro-2-oxo-1H-pyridin-4-yl)-4,5-dimethyl-5-(trifluoromethyl)tetrahydrofuran-2-carboxamide FC=1C(=C(C=CC1F)[C@H]1[C@@H](O[C@]([C@H]1C)(C(F)(F)F)C)C(=O)NC1=CC(NC(=C1)F)=O)OC |o1:8,9,11,12|